C(CCCCCCCCCCCCCCCCC)(=O)OCCCCCCCCCCCCCCCCCCCCCCCC lignoceryl stearate